(4-(3-hydroxyoxetan-3-yl)phenyl)(4-(4-(trifluoromethyl)benzyl)piperazin-1-yl)methanone OC1(COC1)C1=CC=C(C=C1)C(=O)N1CCN(CC1)CC1=CC=C(C=C1)C(F)(F)F